N-((1-(difluoromethyl)-4-(4-(trifluoromethyl)phenyl)-4,5,6,7-tetrahydro-1H-pyrazolo[4,3-b]pyridin-6-yl)methyl)acrylamide FC(N1N=CC=2N(CC(CC21)CNC(C=C)=O)C2=CC=C(C=C2)C(F)(F)F)F